C1(=CC=CC=C1)C#CC=1C=C(COCC2=CC(=C(C=C2)[N+](=O)[O-])C#CC2=CC=CC=C2)C=CC1[N+](=O)[O-] 3-(phenylethynyl)-4-nitrobenzyl ether